C(C)[SiH](C=CC)CC diethyl-methylvinyl-silane